3-methyl-1H-imidazol-3-ium chloride [Cl-].C[N+]1=CNC=C1